p-di(t-butylperoxy)diisopropylbenzene C(C)(C)(C)OOC1=C(C(=C(C=C1)OOC(C)(C)C)C(C)C)C(C)C